(3as,6as)-N-(2-(2-(2-aminoethoxy)ethoxy)ethyl)hexahydro-2,5-methanopentalen-3a(1H)-amine NCCOCCOCCNC12CC3CC2CC(C1)C3